N1=NN=C(C=C1)[Si](OC)(OC)OC triazinyl-trimethoxysilane